O1COC2=CC3=C(C=CC(O3)=O)C=C21 6H-1,3-dioxolo[4,5-g][1]benzopyran-6-one